tert-butyl 2-amino-4-(3-methoxy-3-oxopropyl)-1H-imidazole-1-carboxylate NC=1N(C=C(N1)CCC(=O)OC)C(=O)OC(C)(C)C